1-{2-[3-(4-methyl-piperazin-1-yl)-phenylamino]-pyrimidin-4-yl}-1H-indole-3-carboxylic acid methylamide CNC(=O)C1=CN(C2=CC=CC=C12)C1=NC(=NC=C1)NC1=CC(=CC=C1)N1CCN(CC1)C